5-(4-fluoro-2-methyl-1-(1-methylpiperidin-4-yl)-1H-benzo[d]imidazol-6-yl)-N-isopropyl-7H-pyrrolo[2,3-d]pyrimidin-2-amine FC1=CC(=CC=2N(C(=NC21)C)C2CCN(CC2)C)C2=CNC=1N=C(N=CC12)NC(C)C